CC1=C(C=CC=C1)N1C(=NN=C1C=1C=NC=CC1)SCC(=O)NC=1SC2=C(C1C(=O)N)CCCC2 2-(2-{[4-(2-methylphenyl)-5-(pyridin-3-yl)-4H-1,2,4-triazol-3-yl]sulfanyl}acetamido)-4,5,6,7-tetrahydro-1-benzothiophene-3-carboxamide